C(C=C)[Si](C)(C)Cl allyl-(chloro)dimethylsilane